[3-(acryloyloxy)propyl]-(dimethylammonio)acetate C(C=C)(=O)OCCCOC(C[NH+](C)C)=O